7-(5-chloro-7-(thiazol-2-yl)-4-(trifluoromethyl)benzo[d]oxazol-2-yl)-3-oxa-7,9-diazabicyclo[3.3.1]nonane ClC=1C=C(C2=C(N=C(O2)N2CC3COCC(C2)N3)C1C(F)(F)F)C=1SC=CN1